C1=CC=CC=2C3=CC=CC=C3C(C12)COC(=O)N[C@@H](CCCCNC(OC(C)(C)C)=O)C(NCCC(N[C@H](C(N[C@H](C(=O)O)CCCNC(=O)N)=O)C(C)C)=O)=O (10S,17S,20S)-10-((((9H-fluoren-9-yl)methoxy)carbonyl)amino)-17-isopropyl-2,2-dimethyl-4,11,15,18-tetraoxo-20-(3-ureidopropyl)-3-oxa-5,12,16,19-tetraazahenicosan-21-oic acid